3,6-difluoro-2-[(4-oxo-3H-quinazolin-6-yl)oxy]benzonitrile FC=1C(=C(C#N)C(=CC1)F)OC=1C=C2C(NC=NC2=CC1)=O